CCCCC/C=C/CCC=O 4-trans-decenal